N-methyl-1-[2-[4-(o-tolyl)-2-oxo-chromen-7-yl]oxypropanoyl]piperidine-3-carboxamide CNC(=O)C1CN(CCC1)C(C(C)OC1=CC=C2C(=CC(OC2=C1)=O)C1=C(C=CC=C1)C)=O